(2R,3'R)-N-(3-(5-fluoro-2-((3-methoxy-1-methyl-1H-pyrazol-4-yl)amino)pyrimidin-4-yl)-1H-indol-7-yl)-1'-methyl-[1,3'-bipyrrolidine]-2-carboxamide FC=1C(=NC(=NC1)NC=1C(=NN(C1)C)OC)C1=CNC2=C(C=CC=C12)NC(=O)[C@@H]1N(CCC1)[C@H]1CN(CC1)C